C(C)(=O)[O-].C(C)(=O)[O-].[NH4+].[NH4+] ammonium diacetate